C(C)(=O)N1[C@H]([C@@H]([C@H](C2=CC(=CC=C12)O[C@H]1COCC1)NC(OCC1=CC=CC=C1)=O)C)C1CC1 |&1:14| Benzyl ((2S,3R,4R)-1-acetyl-2-cyclopropyl-3-methyl-rac-6-((tetrahydrofuran-3-yl)oxy)-1,2,3,4-tetrahydroquinolin-4-yl)carbamate